BrC1=C(OCSCC=2NC(NC2)=S)C=C(C=C1)Br 4-[(2,5-dibromophenoxymethylthio)methyl]1,3-dihydroimidazole-2-thione